ethyl 2-[5-[[(3S)-1-[5-[2-[2-[2-[2-[2-(tert-butoxycarbonylamino)ethoxy]ethoxy] ethoxy]ethoxy]ethylamino]-3-pyridyl]piperidine-3-carbonyl]amino]-2-oxo-1-pyridyl]acetate C(C)(C)(C)OC(=O)NCCOCCOCCOCCOCCNC=1C=C(C=NC1)N1C[C@H](CCC1)C(=O)NC=1C=CC(N(C1)CC(=O)OCC)=O